7-(2-aminopyridin-4-yl)-1-(2-(tetrahydro-2H-pyran-4-yl)ethyl)-3,4-dihydropyrazino[2,3-b]pyrazin-2(1H)-one NC1=NC=CC(=C1)C1=CN=C2C(=N1)N(C(CN2)=O)CCC2CCOCC2